N[C@@H]1[C@@H](CCCC1)O (1r,2s)-2-aminocyclohexanol